1-Amino-N-(1-(4-((exo-6-amino-3-azabicyclo[3.1.0]hexan-3-yl)methyl)phenyl)-2-oxo-1,2-dihydropyrimidin-4-yl)-7-azaspiro[3.5]nonane-7-carboxamide Hydrochloride Salt Cl.NC1CCC12CCN(CC2)C(=O)NC2=NC(N(C=C2)C2=CC=C(C=C2)CN2CC1C(C1C2)N)=O